(S)-2-oxo-4-(trifluoromethyl)imidazolidin O=C1NC[C@H](N1)C(F)(F)F